BrC1=C(C(=CC=C1)C=1C(=C(C(=C(C1[2H])C(C)(C)C)[2H])C1=C(C(=C(C(=C1[2H])[2H])[2H])[2H])[2H])[2H])N 3-bromo-5'-(tert-butyl)-[1,1':3',1''-terphenyl]-2',2'',3'',4',4'',5'',6',6''-d8-2-amine